4-amino-1-[(2R,3R,4S,5R)-3,4-dihydroxy-5-(hydroxymethyl)oxolan-2-yl]-1,3,5-triazin-2-one NC1=NC(N(C=N1)[C@@H]1O[C@@H]([C@H]([C@H]1O)O)CO)=O